FC1=CC=C(C=C1)C1=C(N(C=N1)C1CCC(CC1)O)C=1NC=C(N1)C(=O)NC1=CC=C(C=C1)N1CCN(CC1)C 5'-(4-fluorophenyl)-3'-((1r,4r)-4-hydroxycyclohexyl)-N-(4-(4-methylpiperazin-1-yl)phenyl)-1H,3'H-[2,4'-biimidazole]-4-carboxamide